C12(CC(C1)C2)NC(C(=O)N[C@H](C(N[C@@H](C[C@H]2C(NCC2)=O)C(COC(F)(F)F)=O)=O)CC(C)C)=O N1-(bicyclo[1.1.1]-pentan-1-yl)-N2-((S)-4-methyl-1-oxo-1-(((S)-3-oxo-1-((S)-2-oxopyrrolidin-3-yl)-4-(trifluoromethoxy)butan-2-yl)amino)pentan-2-yl)oxalamide